5-[4-[(3S)-1-(3-fluoropropyl)pyrrolidin-3-yl]oxyphenyl]-6-[4-(trifluoro-methoxy)phenyl]-8,9-dihydro-7H-benzo[7]annulene-2-carboxylic acid FCCCN1C[C@H](CC1)OC1=CC=C(C=C1)C1=C(CCCC2=C1C=CC(=C2)C(=O)O)C2=CC=C(C=C2)OC(F)(F)F